O1C(C1)[SiH3] Oxiranyl-silane